NCCC(O)(O)O 3-aminopropanetriol